Dimethyl 2-methylpentanedioate CC(C(=O)OC)CCC(=O)OC